BrC=1C=C(C=C2NC(C(NC12)C)=O)C(=O)OC methyl 8-bromo-2-methyl-3-oxo-1,2,3,4-tetrahydroquinoxaline-6-carboxylate